C(C1=CC=CC=C1)OC(=O)N1CC2(CC2)[C@@H](C1)NC(=O)OC(C)(C)C (S)-7-((tert-Butyloxycarbonyl)amino)-5-azaspiro[2.4]heptane-5-carboxylic acid benzyl ester